(3S)-3-{4-[(2E,4E)-hex-2,4-dien-1-yloxy]phenyl}-hex-4-ynoic acid methyl ester COC(C[C@H](C#CC)C1=CC=C(C=C1)OC\C=C\C=C\C)=O